6-(8-fluoro-2-methylimidazo[1,2-a]pyridin-6-yl)-N-[(3-exo)-8-methyl-8-azabicyclo[3.2.1]oct-3-yl][1,3]thiazolo[4,5-c]pyridin-2-amine FC=1C=2N(C=C(C1)C1=CC3=C(C=N1)N=C(S3)NC3CC1CCC(C3)N1C)C=C(N2)C